5-((3,5-Dimethoxyphenyl)ethynyl)-2-(methylthio)pyrimidine-4-carboxylic acid COC=1C=C(C=C(C1)OC)C#CC=1C(=NC(=NC1)SC)C(=O)O